C(C)(C)(C)[Si](OC[C@H]1[C@@H](C1)COC1=C(C=CC(=N1)C(=O)NC(C(=O)OCC)(CC)CC)N1CC(C1)OC)(C)C |r| (rac)-trans-ethyl 2-(6-((2-(((tertbutyldimethylsilyl)oxy)methyl)cyclopropyl)methoxy)-5-(3-methoxyazetidin-1-yl)picolinamido)-2-ethylbutanoate